1-N-(3-(benzo[d]oxazol-2-yl)phenyl)-2-(4-(trifluoromethoxy)phenyl)acetamide O1C(=NC2=C1C=CC=C2)C=2C=C(C=CC2)NC(CC2=CC=C(C=C2)OC(F)(F)F)=O